Cl.Cl.NC=1C(=NC(=CN1)C1=CC=C(C=C1)S(=O)(=O)C(C)C)C1=CC(=NO1)C1=C(C=C(CNC(=N)N)C=C1)C(F)(F)F 1-(4-(5-(3-amino-6-(4-(isopropylsulfonyl)phenyl)pyrazin-2-yl)isoxazol-3-yl)-3-(trifluoromethyl)benzyl)guanidine dihydrochloride